CN1CN=CC2=C1NC=C2 N-methyl-7H-pyrrolo[2,3-d]Pyrimidine